2-methyl-2-(1-methylpiperidin-4-yl)propanal CC(C=O)(C)C1CCN(CC1)C